C(#N)OC(C(C)(C1=CC=CC=C1)C(C1=CC=C(C=C1)OC#N)=O)C(C1=CC=CC=C1)=O cyanooxybenzoyl-2-(4-cyanooxybenzoyl)-2-phenylpropane